(S)-3-(5-oxo-4,5-dihydro-1,3,4-oxadiazol-2-yl)morpholine O=C1NN=C(O1)[C@H]1NCCOC1